(2R,3R)-2-(2,5-difluorophenyl)-3-((1-(pyridin-4-yl)pentan-3-yl)disulfanyl)-1-(1H-1,2,4-triazol-1-yl)butan-2-ol FC1=C(C=C(C=C1)F)[C@@](CN1N=CN=C1)([C@@H](C)SSC(CCC1=CC=NC=C1)CC)O